N-({4-[({1-[2-fluoro-1-(fluoromethyl)ethyl]piperidin-4-yl}methyl)amino]-3-nitrophenyl}sulfonyl)-2-(1H-pyrrolo[2,3-b]pyridin-5-yloxy)benzamide FCC(CF)N1CCC(CC1)CNC1=C(C=C(C=C1)S(=O)(=O)NC(C1=C(C=CC=C1)OC=1C=C2C(=NC1)NC=C2)=O)[N+](=O)[O-]